Cl.N1N=CC=2CN(CCC21)C2=CC1=C(C=N2)N=C(N1)C1=CC(=CN1)C(=O)C1=C(C=CC=C1)C(F)(F)F (5-(6-(6,7-dihydro-1H-pyrazolo[4,3-c]pyridin-5(4H)-yl)-1H-imidazo[4,5-c]pyridin-2-yl)-1H-pyrrol-3-yl)(2-(trifluoromethyl)phenyl)methanone hydrochloride